(2S)-2-methyl-1,4-diazepane-1,4-dicarboxylic acid 1-benzyl ester 4-tert-butyl ester C(C)(C)(C)OC(=O)N1C[C@@H](N(CCC1)C(=O)OCC1=CC=CC=C1)C